N1(CCOCC1)CCCCN 4-morpholinebutylamine